3-{2-cyano-1-[4-(7H-pyrrolo-[2,3-d]pyrimidin-4-yl)-1H-pyrazol-1-yl]ethyl}-N,N-dimethylbenzamide tri-fluoroacetate FC(C(=O)O)(F)F.C(#N)CC(N1N=CC(=C1)C=1C2=C(N=CN1)NC=C2)C=2C=C(C(=O)N(C)C)C=CC2